COC=1C=C(C(=O)O)C=C(C1)B1OC(C(O1)(C)C)(C)C 3-methoxy-5-(4,4,5,5-tetramethyl-1,3,2-dioxaborolan-2-yl)benzoic acid